4-amino-benzaldehyde NC1=CC=C(C=O)C=C1